O1C(=NC2=C1C=CC=C2)C=2N=C(N(C(C2O)=O)C)N2[C@@H](C1=CC(=CC=C1CC2)C(=O)N(C)CCN(C)C)C2=C(C=CC=C2)F (S)-2-(4-(benzo[d]oxazol-2-yl)-5-hydroxy-1-methyl-6-oxo-1,6-dihydropyrimidin-2-yl)-N-(2-(dimethylamino)ethyl)-1-(2-fluorophenyl)-N-methyl-1,2,3,4-tetrahydroisoquinoline-7-carboxamide